N-[4-(p-tolylsulfonyloxy)phenyl]-N'-[4-(m-tolylsulfonyloxy)phenyl]urea C1(=CC=C(C=C1)S(=O)(=O)OC1=CC=C(C=C1)NC(=O)NC1=CC=C(C=C1)OS(=O)(=O)C=1C=C(C=CC1)C)C